C1(CC1)CC1=C(C(=NN1C=1SC=C(N1)C(=O)O)C1=CC(=CC=C1)C1=NC=C(C=C1)C(C)C)CC1=CC(=C(C=C1)S(N)(=O)=O)F 2-[5-(cyclopropylmethyl)-4-[(3-fluoro-4-sulfamoylphenyl)methyl]-3-[3-(5-isopropylpyridin-2-yl)phenyl]pyrazol-1-yl]-1,3-thiazole-4-carboxylic acid